cyclopropyl-4-methyl-1H-pyrazole-5-carboxylic acid C1(CC1)N1N=CC(=C1C(=O)O)C